Benzyl-Triethylentetramin C(C1=CC=CC=C1)NCCNCCNCCN